O1C(=C(C=C1)O)C=1OC=CC1C=1OC=CC1 terfuranol